C(C(=C)C)(=O)OCC(COCCC[SiH2]C(O[Si](C)(C)C)O[Si](C)(C)C)O (3-methacryloxy-2-hydroxypropoxy)propyl-bis(trimethylsiloxy)methylsilane